2-bromo-4,5-dimethoxy-benzoic acid BrC1=C(C(=O)O)C=C(C(=C1)OC)OC